N[C@H](C(=O)N[C@H](C(=O)N[C@@H](C(=O)N[C@H](CC1=CC=C(C=C1)O)C(=O)O)CC1=CC=C(C=C1)Cl)CCCCNC(CCCCCCC)=O)CC=1N=CN(C1)C(C1=CC=CC=C1)(C1=CC=CC=C1)C1=CC=CC=C1 ((R)-2-((S)-2-((S)-2-amino-3-(1-trityl-1H-imidazol-4-yl)propanamido)-6-octanamidohexanamido)-3-(4-chlorophenyl)propanoyl)-D-tyrosine